C(C)(C)(C)N1C=C(C=2C1=NC(=CC2)C(=O)N2[C@@H](CN(CC2)C2=NC(=C(C(=O)OC)C(=C2)C)C)C)C2=CC(=C(C=C2)Cl)F methyl (R)-6-(4-(1-(tert-butyl)-3-(4-chloro-3-fluorophenyl)-1H-pyrrolo[2,3-b]pyridine-6-carbonyl)-3-methylpiperazin-1-yl)-2,4-dimethylnicotinate